(5-(indol-5-yl)imidazo[1,2-c]quinazolin-8-yl)(piperidin-1-yl)methanone N1C=CC2=CC(=CC=C12)C1=NC=2C=C(C=CC2C=2N1C=CN2)C(=O)N2CCCCC2